4-ethyl-1,2-hexanediol C(C)C(CC(CO)O)CC